FC=1C(=CC2=C(N(C=N2)C2=CC=C(C(=N2)N2N=C(C=C2C)C#N)[C@H](C)O)C1)NC=1C=NC(=C(C1)F)C 1-[6-[6-fluoro-5-[(5-fluoro-6-methyl-3-pyridinyl)amino]benzimidazol-1-yl]-3-[(1S)-1-hydroxyethyl]-2-pyridinyl]-5-methyl-pyrazole-3-carbonitrile